(Z)-10-dodecenal C(CCCCCCCC\C=C/C)=O